N-((S)-1-(((S)-4-hydroxy-3-oxo-1-((R)-2-oxopyrrolidin-3-yl)butan-2-yl)amino)-4-methyl-1-oxopentan-2-yl)-4-methoxy-1-(2-methylallyl)-1H-indole-2-carboxamide OCC([C@H](C[C@@H]1C(NCC1)=O)NC([C@H](CC(C)C)NC(=O)C=1N(C2=CC=CC(=C2C1)OC)CC(=C)C)=O)=O